C(C)(C)(C)OC(=O)N1CC(CCC1)C1=C(C=CC=C1)C 3-(o-tolyl)piperidine-1-carboxylic acid tert-butyl ester